diethylphosphinothioate C(C)P([O-])(=S)CC